3-(5-(3-((4'-chloro-[1,1'-biphenyl]-2-yl)methyl)imidazolidine-1-carbonyl)-1-oxoisoindoline-2-yl)piperidine-2,6-dione ClC1=CC=C(C=C1)C1=C(C=CC=C1)CN1CN(CC1)C(=O)C=1C=C2CN(C(C2=CC1)=O)C1C(NC(CC1)=O)=O